COC[SiH2]C1OCCC1 methoxymethyl-2-tetrahydrofurylsilane